5-bromo-4-chloro-2-methyl-6-(trifluoromethyl)pyrimidine BrC=1C(=NC(=NC1C(F)(F)F)C)Cl